FC=1C=C(C=CC1C1=NOC(=N1)C(F)(F)F)COC=1N(C=2C(=NC=CC2)N1)CC(F)(F)F 2-({3-fluoro-4-[5-(trifluoromethyl)-1,2,4-oxadiazol-3-yl]phenyl}methoxy)-1-(2,2,2-trifluoroethyl)-1H-imidazo[4,5-b]pyridine